alpha-D-mannopyranose O[C@@H]1[C@@H](O)[C@@H](O)[C@H](O)[C@H](O1)CO